C1(=C(C=CC=C1)NC1=CC=2C(C3=CC=CC=C3C2C=C1)(C)C)C1=CC=CC=C1 biphenyl-2-yl-(9,9-dimethyl-9H-fluoren-2-yl)amine